C1(CC1)[C@H]([C@@H](C(NC1=CC=C(C=C1)C=1C(=NNC1C)C)=O)NC(=O)C=1N(N=CC1)CC)CC1(CC1)C N-[(1S,2R)-2-cyclopropyl-1-[[4-(3,5-dimethyl-1H-pyrazol-4-yl)phenyl]carbamoyl]-3-(1-methylcyclopropyl)propyl]-2-ethyl-pyrazole-3-carboxamide